CN1N=NC2=C1C=CC(=C2C)C(CC(=O)O)C2=CC(=C(C=C2)C)CN2C[C@H](OC1=C(C2)N=CC=C1)CC 3-(1,4-dimethyl-1H-benzo[d][1,2,3]triazol-5-yl)-3-(3-(((R)-2-ethyl-2,3-dihydropyrido[2,3-f][1,4]oxazepine-4(5H)-yl)methyl)-4-methylphenyl)propanoic acid